CC1=CC=C(C=C1)C=1C(=CC=C(C1)C(F)(F)F)C(=O)O 4'-methyl-5-(trifluoromethyl)[1,1'-biphenyl]-2-carboxylic acid